NC([C@@H](CC(C)C)NC(C1=CC(=C(C=C1)C)OCC1CC1)=O)=O (R)-N-(1-amino-4-methyl-1-oxopentan-2-yl)-3-(cyclopropylmethoxy)-4-methylbenzamide